NC1=CC=2C3=C(C(N(C2C=C1)C)=O)COC[C@@H](N3)C3CC3 (S)-10-amino-2-cyclopropyl-7-methyl-2,3,5,7-tetrahydro-[1,4]oxazepino[6,5-c]quinolin-6(1H)-one